C(C)N1N=CC(=C1C=1C(=NC(=CC1)NC1(CC1)C)F)C(=O)O 1-Ethyl-5-[2-fluoro-6-[(1-methylcyclopropyl)amino]pyridin-3-yl]pyrazole-4-carboxylic acid